3-[(1-ethyl-1H-pyrazol-4-yl)methyl]-6'-(4-fluorophenyl)-6-methyl-2-oxo-4'-(trifluoromethyl)-2H-[1,2'-bipyridine]-3'-carbonitrile C(C)N1N=CC(=C1)CC=1C(N(C(=CC1)C)C1=NC(=CC(=C1C#N)C(F)(F)F)C1=CC=C(C=C1)F)=O